5-cyclopropyl-4-nitro-1-((2-(trimethylsilyl)ethoxy)methyl)-1H-pyrazole C1(CC1)C1=C(C=NN1COCC[Si](C)(C)C)[N+](=O)[O-]